COC(CC1CCSC2=CC=C(C=C12)C(C)(C)C)=O.CC=1C(=C(C=2CC3=CC=CC=C3C2C1)C1=C(C2=C(SC3=C2C=CC=C3)C=C1)C1=CC=CC=C1)C [(dimethylfluorenyl)dibenzothiophenyl]benzene Methyl-2-(6-(tert-butyl)thiochroman-4-yl)acetate